C(C1=CC=CC=C1)N1N=NC=C1OC1=C(C(=C(C=C1)B1OC(C(O1)(C)C)(C)C)F)F 1-benzyl-5-(2,3-difluoro-4-(4,4,5,5-tetramethyl-1,3,2-dioxaborolan-2-yl)phenoxy)-1H-1,2,3-triazole